N3,N3'-(5-amino-3-iminopyridine-2,6(1H,3H)-diylidene)bis{N2-[3-(1H-imidazol-1-yl)propyl]-6,7-dimethylpyrazolo[1,5-a]pyridine-2,3-diamine} NC1=CC(C(NC1=NC=1C(=NN2C1C=CC(=C2C)C)NCCCN2C=NC=C2)=NC=2C(=NN1C2C=CC(=C1C)C)NCCCN1C=NC=C1)=N